O\N=C(\C1=CC(=CC=C1)OC1=NC=C(C=C1)I)/N (Z)-N'-hydroxy-3-((5-iodopyridin-2-yl)oxy)benzimidamide